COCCOC(=O)NCC1=CC=C(C=C1)C=1SC=CN1 2-(4-((((2-methoxyethoxy)carbonyl)amino)methyl)phenyl)thiazole